ClC=1C=C2C(CCOC2=CC1)C=1N=CNC1 4-(6-chlorochroman-4-yl)-1H-imidazole